ethyl 5,5-diphenyl-2-isoxazoline-carboxylate C1(=CC=CC=C1)C1(CC(=NO1)C(=O)OCC)C1=CC=CC=C1